C(C)(C)N(C(C(F)F)=O)C(C)C N,N-diisopropyl-difluoroacetamide